2-(trifluoromethyl)imidazo[2,1-f][1,2,4]triazin-4-ol FC(C1=NN2C(C(=N1)O)=NC=C2)(F)F